[N+](=O)([O-])C1=C(N(CC(=O)O)CC(=O)O)C=CC=C1.FC=1C=CC(=C(C1)CC)OC (S)-1-(5-fluoro-2-methoxyphenyl)ethane nitroanilinediacetate